3-(5-(4-((1-(4-(6'-Hydroxy-3',4'-dihydro-1'H-spiro[cyclopentane-1,2'-naphthalene]-1'-yl)phenyl)piperidin-4-yl)methyl)piperazin-1-yl)-1-oxoisoindolin-2-yl)piperidine-2,6-dione OC=1C=C2CCC3(C(C2=CC1)C1=CC=C(C=C1)N1CCC(CC1)CN1CCN(CC1)C=1C=C2CN(C(C2=CC1)=O)C1C(NC(CC1)=O)=O)CCCC3